methyl 3-(N-(2-(2-allylpiperidin-1-yl)-5-(trifluoromethyl)phenyl)sulfamoyl)-4-hydroxybenzoate C(C=C)C1N(CCCC1)C1=C(C=C(C=C1)C(F)(F)F)NS(=O)(=O)C=1C=C(C(=O)OC)C=CC1O